C(CC)C1=C(C=CC(=C1)N)C1=C(C=C(C=C1)N)CCC 2,2'-di-n-propyl-4,4'-diaminobiphenyl